13-(methylsulfonylcarbamoylamino)tridecanoic acid CS(=O)(=O)NC(=O)NCCCCCCCCCCCCC(=O)O